4-(4-{[2,4-Bis(trifluoromethyl)phenoxy]methyl}-3-methoxyphenyl)-1H,2H,3H,4H,6H-pyrrolo[3,4-b]pyridin-2-on FC(C1=C(OCC2=C(C=C(C=C2)C2C=3C(NC(C2)=O)=CNC3)OC)C=CC(=C1)C(F)(F)F)(F)F